C(C)(C)(C)OC(=O)N(CC(=O)OCC)C1=NC(=CC=C1[N+](=O)[O-])Cl ethyl 2-((tert-butoxycarbonyl)(6-chloro-3-nitropyridin-2-yl)amino)acetate